ethyl 2-((1R,3S)-1-(3-bromobenzyl)-3-(N-(4-methoxybenzyl)methylsulfonamido) cyclopentyl)-5-methyloxazole-4-carboxylate BrC=1C=C(C[C@]2(C[C@H](CC2)N(S(=O)(=O)C)CC2=CC=C(C=C2)OC)C=2OC(=C(N2)C(=O)OCC)C)C=CC1